C1(CC1)C1=C(C=C(C(=C1)CN1CCC2(CN(C(N2)=O)C2=CC=C(C=C2)P(O)(=O)C)CC1)OCC)C1=CC=C(C=C1)F (4-(8-((2-cyclopropyl-5-ethoxy-4'-fluoro-[1,1'-biphenyl]-4-yl)methyl)-2-oxo-1,3,8-triazaspiro[4.5]decan-3-yl)phenyl)(methyl)phosphinic acid